1-(4-methoxyphenyl)-1H-benzo[d]imidazole-5-carboxylic acid COC1=CC=C(C=C1)N1C=NC2=C1C=CC(=C2)C(=O)O